3-(3-(4-(Chloromethyl)phenyl)-5-(1-isopropyl-1H-1,2,3-triazol-4-yl)-3H-imidazo[4,5-b]pyridin-2-yl)pyridin-2-amine ClCC1=CC=C(C=C1)N1C(=NC=2C1=NC(=CC2)C=2N=NN(C2)C(C)C)C=2C(=NC=CC2)N